[Ca].CC1C(C(CC=C1)C(=O)O)C(=O)O 3-methyl-4-cyclohexene-1,2-dicarboxylic acid calcium